FC(OC=1C=C(CNC(CCCC(=O)N)=O)C=CC1P(=O)(C)C)F N1-(3-(difluoromethoxy)-4-(dimethylphosphoryl)benzyl)glutaramide